Cl.C[C@@H]1N(CCNC1)C1=NC=C(C=N1)C(F)(F)F (S)-2-(2-methylpiperazine-1-yl)-5-(trifluoromethyl)pyrimidine hydrochloride